BrC=1C(=C2CCC2=CC1C)O 3-bromo-4-methyl-bicyclo[4.2.0]octa-1,3,5-trien-2-ol